2-amino-4-(hydroxymethylphosphono)butanoic acid NC(C(=O)O)CCP(=O)(OCO)O